FC=1C=CC(=NC1)N1CCN(CC1)C(=O)NC1=NC=C(C=N1)O 4-(5-fluoropyridin-2-yl)-N-(5-hydroxypyrimidin-2-yl)-piperazine-1-carboxamide